CC=1N=C2C(=NC(=NC2=NC1C)N1C[C@@H](OCC1)C=1C=NN(C1)C)[C@H]1[C@@H](C1)C(F)(F)F 6,7-dimethyl-2-((2S)-2-(1-methyl-1H-pyrazol-4-yl)-4-morpholinyl)-4-((1r,2r)-2-(trifluoromethyl)cyclopropyl)pteridine